N-benzyl-α-amino-caprolactam C(C1=CC=CC=C1)N1C(C(CCCC1)N)=O